(4-(4-chlorobenzyloxy)-3-methoxyphenylamino)-3-morpholinoquinoxaline-5-carbonitrile ClC1=CC=C(COC2=C(C=C(C=C2)NC2=NC=3C=CC=C(C3N=C2N2CCOCC2)C#N)OC)C=C1